3-(6-oxo-6-((1-phenethylpiperidin-4-yl)(phenyl)amino)hexanamido)propanoic acid O=C(CCCCC(=O)NCCC(=O)O)N(C1=CC=CC=C1)C1CCN(CC1)CCC1=CC=CC=C1